N-{4-[2-((S)-2-amino-4,5-dihydro-oxazol-4-yl)-ethyl]-phenyl}-4-ethoxy-benzamide NC=1OC[C@@H](N1)CCC1=CC=C(C=C1)NC(C1=CC=C(C=C1)OCC)=O